C(OCCN(C)C(=O)OC(C)(C)C)(=O)Cl 2-[tert-butoxycarbonyl(methyl)amino]ethyl carbonochloridate